6-(tert-butyl)-3-(hydroxymethyl)-11-methylene-6,7,11,12-tetrahydro-2H,10H-[1,4]dioxepino[2,3-g]pyrido[2,1-a]isoquinolin-2-one C(C)(C)(C)C1N2C(C3=CC4=C(C=C3C1)OCC(CO4)=C)=CC(C(=C2)CO)=O